B(C1=CC=CO1)(O)O furanboronic acid